2-{[7-(3-bromobenzyl)-3-methyl-2,6-dioxo-2,3,6,7-tetrahydro-1H-purin-8-yl]thio}butanamide BrC=1C=C(CN2C(=NC=3N(C(NC(C23)=O)=O)C)SC(C(=O)N)CC)C=CC1